tert-butyl 1,2-dihydrospiro[indole-3,4'-piperidine]-1-carboxylate N1CCC2(CC1)CN(C1=CC=CC=C12)C(=O)OC(C)(C)C